dithioisocyanate fluoroborate F[B-](F)(F)F.S(SN=C=O)N=C=O